4-(2-tert-butoxycarbonylamino-ethyl)-benzoic acid C(C)(C)(C)OC(=O)NCCC1=CC=C(C(=O)O)C=C1